N-(phenylethynyl)-N-(p-tolyl)methanesulfonamide (2-Butoxyethyl)acetate C(CCC)OCCOC(C)=O.C1(=CC=CC=C1)C#CN(S(=O)(=O)C)C1=CC=C(C=C1)C